1-benzyl-6-methylquinolinium chloride [Cl-].C(C1=CC=CC=C1)[N+]1=CC=CC2=CC(=CC=C12)C